5-bromo-N2-(4-(4-(dimethylamino)piperidin-1-yl)-5-fluoro-2,3-dihydrobenzofuran-7-yl)-N4-(1-(methylsulfonyl)indolin-7-yl)pyrimidine-2,4-diamine BrC=1C(=NC(=NC1)NC1=CC(=C(C=2CCOC21)N2CCC(CC2)N(C)C)F)NC=2C=CC=C1CCN(C21)S(=O)(=O)C